1-(4-(2,3-diaminophenyl)piperazin-1-yl)-2-methylpropan-1-one NC1=C(C=CC=C1N)N1CCN(CC1)C(C(C)C)=O